NCC1=NC(=C(C#N)C=C1Br)Cl 6-(aminomethyl)-5-bromo-2-chloronicotinonitrile